2-Chloro-N-(furan-2-ylmethyl)-6,7-dimethoxyquinazolin-4-amine ClC1=NC2=CC(=C(C=C2C(=N1)NCC=1OC=CC1)OC)OC